ClC1=CC(=C(C=C1)C1=NC(=CN2C1=NC1=C(C2=O)COC1)N1C[C@@H](OCC1)C=1C=NN(C1)C)F (S)-5-(4-chloro-2-fluorophenyl)-7-(2-(1-methyl-1H-pyrazol-4-yl)morpholino)-1,3-dihydro-10H-furo[3,4-d]pyrazino[1,2-a]pyrimidin-10-one